5-((8-((4'-chloro-5,5-dimethyl-3,4,5,6-tetrahydro-[1,1'-biphenyl]-2-yl)methyl)-3,8-diazabicyclo[3.2.1]oct-3-yl)methyl)-2-(2,6-dioxopiperidin-3-yl)isoindoline-1,3-dione ClC1=CC=C(C=C1)C1=C(CCC(C1)(C)C)CN1C2CN(CC1CC2)CC=2C=C1C(N(C(C1=CC2)=O)C2C(NC(CC2)=O)=O)=O